CC1=CC=2CN(CCCC2S1)C(=O)OC(C)(C)C tert-butyl 2-methyl-4,6,7,8-tetrahydro-5H-thieno[3,2-c]azepine-5-carboxylate